(R)-6-(1-amino-8-azaspiro[4.5]dec-8-yl)-3-(3,4-dichloro-2-methyl-2H-indazol-5-yl)-1H-pyrazolo[3,4-d]pyrimidine-4-carbonitrile-6-d NC1CCCC12CCN(CC2)[C@@]2(N=C(C=1C(=N2)NNC1C1=C(C2=C(N(N=C2C=C1)C)Cl)Cl)C#N)[2H]